COC(=O)[C@@H]1N(CCC(C1)=O)C(=O)OC(C)(C)C (2R)-4-oxopiperidine-1,2-dicarboxylic acid 1-tert-butyl 2-methyl ester